C(C1=CC(OC)=C(O)C=C1)NC(C=1C(O)=CC=CC1)=O salicylic acid, vanillylamide